2-methoxy-2-(4-morpholino-6-(3-(m-tolyl)-1H-pyrazol-1-yl)pyrimidin-2-yl)-2-phenylethan-1-ol COC(CO)(C1=CC=CC=C1)C1=NC(=CC(=N1)N1CCOCC1)N1N=C(C=C1)C=1C=C(C=CC1)C